CCCCC/C=C\\C/C=C\\C/C=C\\C/C=C\\C=C\\CC(=O)SCCNC(=O)CCNC(=O)[C@@H](C(C)(C)COP(=O)(O)OP(=O)(O)OC[C@@H]1[C@H]([C@H]([C@@H](O1)N2C=NC3=C(N=CN=C32)N)O)OP(=O)(O)O)O The molecule is an unsaturated fatty acyl-CoA that results from the formal condensation of the thiol group of coenzyme A with the carboxy group of (3E,5Z,8Z,11Z,14Z)-icosapentaenoic acid. It is an unsaturated fatty acyl-CoA and a long-chain fatty acyl-CoA. It is a conjugate acid of a (3E,5Z,8Z,11Z,14Z)-icosapentaenoyl-CoA(4-).